C1(C=CC=C1)[Ti]C1=CC=CC=CC1 cyclopentadienylcycloheptatrienyltitanium